COC(C1=C(C=C(C=C1Cl)C=1C=NN(C1)C)Cl)=O 2,6-Dichloro-4-(1-methylpyrazol-4-yl)benzoic acid methyl ester